(Z)-2-(2-((3,5-dimethyl-1H-pyrrol-2-yl)methylene)-3-methoxy-2H-pyrrol-5-yl)-5-Methyl-4,5,6,7-tetrahydro-1H-indole CC1=C(NC(=C1)C)\C=C\1/N=C(C=C1OC)C=1NC=2CCC(CC2C1)C